C1=CC=CC2=C1C1=C(CC(N2)=O)C2=CC=CC=C2N1 7,12-dihydro-indolo[3,2-d][1]benzazepin-6(5H)-one